5-methanesulfonyl-2-[(3R)-3-methylpiperazin-1-yl]pyrimidine CS(=O)(=O)C=1C=NC(=NC1)N1C[C@H](NCC1)C